1,12-diisocyanato-dodecane N(=C=O)CCCCCCCCCCCCN=C=O